C12COCCC2(C1)C1=CC=C2C(=N1)NC=C2C2=NC(=NC=C2C(F)(F)F)N[C@@H]2CNCCC2 (6-(3-oxabicyclo[4.1.0]hept-6-yl)-1H-pyrrolo[2,3-b]pyridin-3-yl)-N-((S)-piperidin-3-yl)-5-(trifluoromethyl)pyrimidine-2-amine